O=C(CCOC[C@H](C)NC1=C(C(NN=C1)=O)C(F)(F)F)N1C[C@@H]2N(C=3N=CC(=CC3C=C2)C(F)(F)F)CC1 5-(((S)-1-(3-oxo-3-((R)-3-(trifluoromethyl)-6a,7,9,10-tetrahydro-8H-pyrazino[1,2-a][1,8]naphthyridin-8-yl)propoxy)prop-2-yl)amino)-4-(trifluoromethyl)pyridazin-3(2H)-one